C(CCCCCCCCCCC)P(OC(C)C)(OC(C)C)([O-])CCCCCCCCCCCC.C(CCCCCCCCCCC)P(OC(C)C)(OC(C)C)([O-])CCCCCCCCCCCC tetraisopropyl di(dilauryl phosphite)